C1(CC1)COC=1C(=CC2=CN(N=C2C1)C)NC(=O)N1CCC=2C1=NC=CC2N2CCN(CC2)C(=O)OC(C)(C)C tert-butyl 4-(1-((6-(cyclopropylmethoxy)-2-methyl-2H-indazol-5-yl)carbamoyl)-2,3-dihydro-1H-pyrrolo[2,3-b]pyridin-4-yl)piperazine-1-carboxylate